N-(4-(2-fluorophenyl)-2-(4-hydroxycyclohexyl)pyridin-3-yl)-2-isopropylpyrimidine-5-carboxamide FC1=C(C=CC=C1)C1=C(C(=NC=C1)C1CCC(CC1)O)NC(=O)C=1C=NC(=NC1)C(C)C